2-(2-((1-(4-methoxyphenyl)ethylidene)hydrazineylidene)-4-oxothiazolidin-5-yl)acetyl chloride COC1=CC=C(C=C1)C(C)=NN=C1SC(C(N1)=O)CC(=O)Cl